1,1'-dimethyl 3,3'-thiodipropionate S(CCC(=O)OC)CCC(=O)OC